5-acetyl-2-((3-(4-chlorophenethyl)-1,2,4-oxadiazol-5-yl)methyl)-4-methylpyridazin-3(2H)-one C(C)(=O)C1=C(C(N(N=C1)CC1=NC(=NO1)CCC1=CC=C(C=C1)Cl)=O)C